5-Bromo-3-fluoro-2-iodo-4-methylpyridine BrC=1C(=C(C(=NC1)I)F)C